FC1=CC=C(C=C1)C1C(=C(N=C2N1C(/C(/S2)=C/C2=CC=C(C=C2)O)=O)C)C(=O)OC(C)C isopropyl (Z)-5-(4-fluorophenyl)-2-(4-hydroxybenzylidene)-7-methyl-3-oxo-2,3-dihydro-5H-thiazolo[3,2-a]pyrimidine-6-carboxylate